2-(2,6-dichloro-9H-purin-9-yl)-N-(3,4-dimethoxyphenyl)acetamide ClC1=NC(=C2N=CN(C2=N1)CC(=O)NC1=CC(=C(C=C1)OC)OC)Cl